1-(4-fluorophenyl)-3-(1-phenethylpiperidin-4-yl)-1H-pyrrolo[2,3-c]pyridine FC1=CC=C(C=C1)N1C=C(C=2C1=CN=CC2)C2CCN(CC2)CCC2=CC=CC=C2